2-(3,5-dichloro-4-[[3-iodo-1-(4-methylbenzenesulfonyl)indol-5-yl]oxy]phenyl)-3,5-dioxo-4H-1,2,4-triazine-6-carbonitrile ClC=1C=C(C=C(C1OC=1C=C2C(=CN(C2=CC1)S(=O)(=O)C1=CC=C(C=C1)C)I)Cl)N1N=C(C(NC1=O)=O)C#N